OC1=NN2C(C=3N([C@H](C2)C)C(=NC3)C(C)=O)=C1 (S)-1-(9-hydroxy-5-methyl-5,6-dihydroimidazo[1,5-a]pyrazolo[5,1-c]pyrazin-3-yl)ethan-1-one